C1(CC1)[C@H](CC(=O)NC[C@H](CC1=CC(=C(C(=O)N)C=C1)F)N(C)C)C=1C=NC(=NC1)C 4-((S)-3-((S)-3-cyclopropyl-3-(2-methylpyrimidin-5-yl)propanamido)-2-(dimethylamino)propyl)-2-fluorobenzamide